N[C@@H]1C2=CC=CC=C2CC12CCN(CC2)C=2NC(C1=C(N2)NN=C1C(=C)C1=C(C=CC(=C1)OCCOC)O)=O (S)-6-(1-amino-1,3-dihydro-spiro[indene-2,4'-piperidin]-1'-yl)-3-(1-(2-hydroxy-5-(2-methoxyethoxy)phenyl)vinyl)-1,5-dihydro-4H-pyrazolo[3,4-d]pyrimidin-4-one